2-bromo-3,3-dimethylbutanoic acid BrC(C(=O)O)C(C)(C)C